[(7S,9aR)-7-(4-chlorophenyl)-7-hydroxy-3,4,6,8,9,9a-hexahydro-1H-pyrido[1,2-a]pyrazin-2-yl]-[2-chloro-3-[(3R)-3-hydroxypyrrolidin-1-yl]phenyl]methanone ClC1=CC=C(C=C1)[C@]1(CC[C@H]2N(CCN(C2)C(=O)C2=C(C(=CC=C2)N2C[C@@H](CC2)O)Cl)C1)O